C(C)(=O)N[C@@H](CC(=O)O)C(=O)NC(C(=O)NCC1=C(C=CC(=C1)OCCC1CNCCC1)C)C=1N=C(OC1)C (3S)-3-acetamido-4-((2-((2-methyl-5-(2-(piperidin-3-yl)ethoxy)benzyl)amino)-1-(2-methyloxazol-4-yl)-2-oxoethyl)amino)-4-oxobutanoic acid